ClC1=CC=C(CN2C3(CCN(C3)C3=CC(=NC=C3)OC)C(N(CC2=O)C(C)C)=O)C=C1 6-(4-chlorobenzyl)-9-isopropyl-2-(2-methoxypyridin-4-yl)-2,6,9-triazaspiro[4.5]-decane-7,10-dione